FC1=C(OC[C@@H]2[C@H](CCC2)NC(OC(C)(C)C)=O)C=CC(=C1)F tert-butyl ((1S,2S)-2-((2,4-difluorophenoxy)methyl)cyclopentyl)carbamate